ClC=1C(=NC(=NC1)NC1CCOCC1)C1=CC=C2CN(C(C2=C1)=O)CC(=O)N1CC2=CC=CC=C2C[C@H]1CO 6-{5-chloro-2-[(oxacyclohex-4-yl)amino]pyrimidin-4-yl}-2-{2-[(3S)-3-(hydroxymethyl)-1,2,3,4-tetrahydroisoquinolin-2-yl]-2-oxoethyl}-2,3-dihydro-1H-isoindol-1-one